C1(=CC=C(C=C1)N)N p-phenylenedi-amine